O1C2=C(OCC1)C=C(C=C2)C=2C=C1CCN(C(C1=CC2)=O)C=2C=CC(=C(C2)NS(=O)(=O)C)O N-(5-(6-(2,3-dihydrobenzo[b][1,4]dioxin-6-yl)-1-oxo-3,4-dihydroisoquinolin-2(1H)-yl)-2-hydroxyphenyl)methanesulfonamide